C[C@@]1(CS(C2=C(N(C1)C1=CC=CC=C1)C=C(C(=C2)O/C=C/C(=O)O)SC)(=O)=O)CCC (R)-(E)-3-((3-methyl-7-(methylsulfanyl)-1,1-dioxido-5-phenyl-3-propyl-2,3,4,5-tetrahydro-1,5-benzothiazepin-8-yl)oxy)acrylic acid